2,4-dichloro-5-(2,2,2-trifluoroethoxy)pyrimidine ClC1=NC=C(C(=N1)Cl)OCC(F)(F)F